4-ethyl-1,3-bis(trimethylsilyl)-imidazole-2-thione C(C)C=1N(C(N(C1)[Si](C)(C)C)=S)[Si](C)(C)C